2-(difluoromethoxy)-6-methylpyridin FC(OC1=NC(=CC=C1)C)F